2-bromo-2-(2-chloro-pyrimidin-4-yl)-1-phenyl-ethanone BrC(C(=O)C1=CC=CC=C1)C1=NC(=NC=C1)Cl